5-tert-butyl-N-[[2-methyl-4-(3-piperazin-1-yl-4-pyridyl)phenyl]methyl]-1,2,4-oxadiazole-3-carboxamide hydrochloride Cl.C(C)(C)(C)C1=NC(=NO1)C(=O)NCC1=C(C=C(C=C1)C1=C(C=NC=C1)N1CCNCC1)C